ClC1=CC=C2C(=N1)N=C(O2)N2[C@@H](COCC2)CN(C)C |r| (rac)-1-[4-(5-chlorooxazolo[4,5-b]pyridin-2-yl)morpholin-3-yl]-N,N-dimethyl-methanamine